OC(CC(=O)O)(C(CCCCCCCCCCCCCC)C(=O)O)C(=O)O 2-hydroxyheptadecane-1,2,3-tricarboxylic acid